6-((4-Fluoro-1-methyl-1H-indazol-6-yl)methyl)-2-azaspiro[3.3]heptan FC1=C2C=NN(C2=CC(=C1)CC1CC2(CNC2)C1)C